7-(4-cyclopropyl-6-methoxypyrimidin-5-yl)-4,4-dimethyl-1-(4-(1-(oxetan-3-yl)-4-(trifluoromethyl)-1H-imidazol-2-yl)benzyl)-1,4-dihydro-2H-pyrimido[4,5-d][1,3]oxazin-2-one C1(CC1)C1=NC=NC(=C1C=1N=CC2=C(N(C(OC2(C)C)=O)CC2=CC=C(C=C2)C=2N(C=C(N2)C(F)(F)F)C2COC2)N1)OC